CC1(OC2=CC=CC=C2[C@H](C1)NC(=O)[C@H]1[C@@H](C1)C(CCOC)N1C(N[C@](CC1=O)(C)C(C)C)=[NH2+])C [(4S)-1-[1-[(1R,2R)-2-[[(4S)-2,2-dimethylchroman-4-yl]carbamoyl]cyclopropyl]-3-methoxy-propyl]-4-isopropyl-4-methyl-6-oxo-hexahydropyrimidin-2-ylidene]ammonium